1,4-dimethyl (2E)-2-(piperidin-1-yl)but-2-enedioate N1(CCCCC1)\C(\C(=O)OC)=C\C(=O)OC